[I-].CSC=[NH2+] (methylsulfanylmethylene)ammonium iodide